BrC(C(=O)O)CCCCCCCCCCCCCC 2-BROMOPALMITIC ACID